BrC=1C=C(C2=C(N(C=N2)C)C1)N 6-bromo-1-methyl-1H-benzo[d]imidazol-4-amine